C1N(CCC2=CC=CC=C12)C[C@H](CNC(=O)C=1N=C2N(C=C(C=C2)C=2C=NN(C2)C2COC2)C1)O (S)-N-(3-(3,4-Dihydroisochinolin-2(1H)-yl)-2-hydroxypropyl)-6-(1-(oxetan-3-yl)-1H-pyrazol-4-yl)imidazo[1,2-a]pyridin-2-carboxamid